C[Si](O[Si](O[Si](O[Si](O[Si](C)(C)C)(C1=CC=CC=C1)C)(C1=CC=CC=C1)C)(C1=CC=CC=C1)C)(C1=CC=CC=C1)C 1,1,3,5,7,9,9,9-Octamethyl-1,3,5,7-tetraphenylpentasiloxan